Methyl((4'-((2-(2-hydroxypropan-2-yl)-1H-imidazol-1-yl)methyl)-4-isobutyl-[1,1'-biphenyl]-2-yl)sulfonyl)carbamate COC(NS(=O)(=O)C1=C(C=CC(=C1)CC(C)C)C1=CC=C(C=C1)CN1C(=NC=C1)C(C)(C)O)=O